4-cyano-N-[(1s,4s)-4-{[2,6-bis(trifluoromethyl)pyridin-4-yl]amino}cyclohexyl]benzamide C(#N)C1=CC=C(C(=O)NC2CCC(CC2)NC2=CC(=NC(=C2)C(F)(F)F)C(F)(F)F)C=C1